[4-(Cyclopropoxy)pyrimidin-5-yl]methanol C1(CC1)OC1=NC=NC=C1CO